FC=1C(NC(N(C1)[C@@H]1OC([C@H]([C@@H]1F)OC(C1=CC=CC=C1)(C1=CC=CC=C1)C1=CC=C(C=C1)OC)(CO)CO)=O)=O 5-fluoro-1-[(2R,3S,4R)-3-fluoro-5,5-bis(hydroxy-methyl)-4-[(4-methoxyphenyl)diphenylmethoxy]oxolan-2-yl]-3H-pyrimidine-2,4-dione